tert-butyl 4-(3-fluoro-5-nitrophenyl)piperazine-1-carboxylate FC=1C=C(C=C(C1)[N+](=O)[O-])N1CCN(CC1)C(=O)OC(C)(C)C